4-benzyl-6-fluoro-7-methoxy-2H-benzo[b][1,4]oxazin-3(4H)-one C(C1=CC=CC=C1)N1C2=C(OCC1=O)C=C(C(=C2)F)OC